α-hydroxy-α-ethylbutyric acid OC(C(=O)O)(CC)CC